tert-butyl N-tert-butoxycarbonyl-N-[3-fluoro-4-(1,2,3,4-tetrahydroquinolin-5-ylmethyl)-2-pyridyl]carbamate C(C)(C)(C)OC(=O)N(C(OC(C)(C)C)=O)C1=NC=CC(=C1F)CC1=C2CCCNC2=CC=C1